N1(C(CCCC1)(CCN)CCN)CCN piperidine-Triethylamine